CN1C=NC(=C1)C1=NN=C(O1)C(=O)N1[C@H](C2=C(CC1)NC=N2)C2=NN1C(C(=CC=C1)C(F)(F)F)=C2 (R)-(5-(1-methyl-1H-imidazol-4-yl)-1,3,4-oxadiazol-2-yl)(4-(4-(trifluoromethyl)pyrazolo[1,5-a]pyridin-2-yl)-6,7-dihydro-1H-imidazo[4,5-c]pyridin-5(4H)-yl)methanone